C(CCCCCCCCC(=O)[O-])(=O)OCCCCCCCCC(C)C monoisoundecyl sebacate